C1(CCC1)NCCOC1=NC=C(C=C1NS(=O)(=O)C)C1=CC=2C3=C(C=NC2C=C1F)N(C(C31CCC1)=O)C N-(2-(2-(Cyclobutylamino)ethoxy)-5-(7'-fluoro-3'-methyl-2'-oxo-2',3'-dihydrospiro[cyclobutane-1,1'-pyrrolo[2,3-c]quinolin]-8'-yl)pyridin-3-yl)methanesulfonamide